3-(4-isopropylphenyl)-N-methylcyclobutan-1-amine C(C)(C)C1=CC=C(C=C1)C1CC(C1)NC